COC=1N=NC(=CC1C=1C=CC(=NC1)C[N+]1=NOC(=C1)[N-]C(NC1=CC(=CC=C1)C(F)(F)F)=O)OC (3-((5-(3,6-dimethoxypyridazin-4-yl)pyridin-2-yl)methyl)-1,2,3-oxadiazol-3-ium-5-yl)((3-(trifluoromethyl)phenyl)carbamoyl)amide